3-(trifluoromethyl)-5,6-dihydro-4H-indazol-7-one FC(C1=NNC=2C(CCCC12)=O)(F)F